tert-Butyl 4-(7-{2-[(tert-butoxycarbonyl)amino]-7-fluoro-1,3-benzothiazol-4-yl}-6-chloro-8-fluoroquinazolin-4-yl)piperazine-1-carboxylate C(C)(C)(C)OC(=O)NC=1SC2=C(N1)C(=CC=C2F)C2=C(C=C1C(=NC=NC1=C2F)N2CCN(CC2)C(=O)OC(C)(C)C)Cl